NCCCN(CCCCCCCC(=O)OC(CCCCCCCC)CCCCCCCC)CCCCCCCC(=O)OCC(CCCCCCC)C heptadecan-9-yl 8-((3-aminopropyl)(8-((2-methylnonyl)oxy)-8-oxooctyl)amino)octanoate